COC(=O)C1=CC=NC2=CC=C(C=C12)N1CC(C1)(C)OC 6-(3-methoxy-3-methylazetidin-1-yl)quinoline-4-carboxylic acid methyl ester